{4-oxo-4-[(4-{2-[3-(trifluoromethyl)-1H-1,2,4-triazol-5-yl]imidazo[1,2-a]pyrimidin-3-yl}-1H-imidazol-1-yl)methoxy]butoxy}phosphonic acid O=C(CCCOP(O)(O)=O)OCN1C=NC(=C1)C1=C(N=C2N1C=CC=N2)C2=NC(=NN2)C(F)(F)F